(R)-3-(2-fluoroacrylamido)-N-(3-(((5-((1-(2-hydroxyethyl)piperidin-3-yl)oxy)-3-isopropylpyrazolo[1,5-a]pyrimidin-7-yl)amino)Methyl)phenyl)benzamide FC(C(=O)NC=1C=C(C(=O)NC2=CC(=CC=C2)CNC2=CC(=NC=3N2N=CC3C(C)C)O[C@H]3CN(CCC3)CCO)C=CC1)=C